C1(=CC=CC=C1)N(C=1C=C(C=C(C1)N(C1=C(C=C(C=C1C)C)C)C=1C=C(C=CC1)N(C1=CC(=CC(=C1)N(C1=CC=CC=C1)C1=CC=CC=C1)N(C1=CC=CC=C1)C1=CC=CC=C1)C1=C(C=C(C=C1C)C)C)N(C1=C(C=C(C=C1C)C)C)C=1C=C(C=CC1)N(C1=CC(=CC(=C1)N(C1=CC=CC=C1)C1=CC=CC=C1)N(C1=CC=CC=C1)C1=CC=CC=C1)C1=C(C=C(C=C1C)C)C)C1=CC=CC=C1 N1,N1'-(((5-(diphenylamino)-1,3-phenylene)bis(mesitylazanediyl))bis(3,1-phenylene))bis(N1-mesityl-N3,N3,N5,N5-tetraphenylbenzene-1,3,5-triamine)